OCC1=CC(OC2=C1C=CC=C2)=O 4-(hydroxymethyl)-2H-benzopyran-2-one